FC1=C(C=C2C(CCC2=C1)C1=C(C=CC=C1)C(F)(F)F)COC1=CC2=C(C=N1)C1C(C2)C1C(=O)O 3-((6-fluoro-3-(2-(trifluoromethyl)phenyl)-2,3-dihydro-1H-inden-5-yl)methoxy)-5,5a,6,6a-tetrahydrocyclopropa[4,5]cyclopenta[1,2-c]pyridine-6-carboxylic acid